FC1(CC(C1)CC(=O)N[C@H](CC=O)C1=CC=2N(N=C1)C=C(N2)[C@H](C2CCC(CC2)(F)F)NC(OC(C)(C)C)=O)F |o1:9| tert-butyl ((S)-(7-((R*)-1-(2-(3,3-difluorocyclobutyl)acetamido)-3-oxopropyl)imidazo[1,2-b]pyridazin-2-yl)(4,4-difluorocyclohexyl)methyl)carbamate